C(#C)C=1C(=NC=C(C1)N1CCOCC1)C#N 3-ethynyl-5-(morpholin-4-yl)pyridine-2-carbonitrile